[Na+].C(C)(C)(C)OC(=[18O])N[C@@H](C(C)C)C(=O)NC(CCS(=O)(=O)[O-])([2H])[2H] 3-((N-tert-butyloxycarbonyl-18O-L-valinyl)amino)-3,3-dideutero-1-propanesulfonic acid sodium salt